C(CC=C)C1(CN(C1)C(=O)OC(C)(C)C)C(=O)O 3-but-3-enyl-1-tert-butoxycarbonyl-azetidine-3-carboxylic acid